NC1=C(C(=NN1C(C)C)C1=CC=C(C=C1)C(C(=O)NC1=CC(=NO1)C12CC(C1)(C2)C)C)C(=O)N 5-Amino-1-isopropyl-3-(4-(1-((3-(3-methylbicyclo[1.1.1]pentan-1-yl)isoxazol-5-yl)amino)-1-oxopropan-2-yl)phenyl)-1H-pyrazole-4-carboxamide